C(C)C1=CN=C2N1C=C(C=N2)C=2C=CN1N=C(N=CC12)N[C@@H]1C[C@H](C1)NC trans-N1-(5-(3-ethylimidazo[1,2-a]pyrimidin-6-yl)pyrrolo[2,1-f][1,2,4]triazin-2-yl)-N3-methylcyclobutane-1,3-diamine